ClC1=NC=C(C(=N1)NCC1=C(C=CC=C1)OC(C)C)C(=O)N 2-chloro-4-((2-isopropoxybenzyl)amino)pyrimidin-5-carboxamide